FC=1C=C(OC2=CC=C(C=C2)C=2OC3=CC=C(C=C3C(C2)=O)OC)C=CC1F 2-(4-(3,4-difluorophenoxy)phenyl)-6-methoxy-4H-chromen-4-one